C12C(CC(C=C1)C2)[Si](Br)(Br)Cl 5-norbornen-2-ylchlorodibromosilane